FC=1C(=C(C(=CC1)F)C=1C(=CN(C1C(C1=CC=C(C=C1)CCCCCCCCO)=O)C)C(=O)O)C 4-(3,6-difluoro-2-methylphenyl)-5-(4-(8-hydroxyoctyl)benzoyl)-1-methyl-1H-pyrrole-3-carboxylic acid